IN1N=CC2=CC=C(C=C12)C=C iodo-6-vinyl-1H-indazole